benzamidomethyl-16-oxo-androst-5-en-3β-ol acetate C(C)(=O)O[C@@H]1CC2=CC[C@H]3[C@@H]4CC(C[C@@]4(CCNC(C4=CC=CC=C4)=O)CC[C@@H]3[C@]2(CC1)C)=O